[Si](C)(C)(C(C)(C)C)OC[C@H]1[C@@H](C[C@@H]2OC3=C([C@@H]21)C=CC=C3)O (1S,2R,3aS,8bS)-1-(tert-butyldimethylsilyl)oxymethyl-2-hydroxy-2,3,3a,8b-tetrahydro-1H-cyclopenta[b]benzofuran